C1(=CC=CC=C1)[C@@H](CNC1=CC(=CC(=C1)C(F)(F)F)C(F)(F)F)CC1=NC(=CC(=C1)C1=CC=CC=C1)C (S)-N-[2-phenyl-3-(4-phenyl-6-methylpyridin-2-yl)propyl]-3,5-bis(trifluoromethyl)aniline